N-(6-(4-(isoxazol-4-ylmethyl)piperazin-1-yl)-2,2-dimethyl-2,3-dihydrobenzo-furan-5-yl)pyrazolo[1,5-a]pyrimidine-3-carboxamide O1N=CC(=C1)CN1CCN(CC1)C1=CC2=C(CC(O2)(C)C)C=C1NC(=O)C=1C=NN2C1N=CC=C2